OC1=C(C=C(C=C1)C=CC(CC(C=CC1=CC(=C(C=C1)O)O)=O)=O)OC 1-(4-hydroxy-3-methoxyphenyl)-7-(3,4-dihydroxyphenyl)-1,6-heptadiene-3,5-dione